NC1=NC(N(C=C1)[C@@H]1CC[C@H](CC1)C(=O)OC)=O trans-methyl 4-(4-amino-2-oxopyrimidin-1(2H)-yl)cyclohexane-1-carboxylate